2-methyl-N-(2-(3-nitrophenyl)cyclobutyl)propane-2-sulfinamide CC(C)(C)S(=O)NC1C(CC1)C1=CC(=CC=C1)[N+](=O)[O-]